ClC=1C=C(C=CC1)C(CN(C)C)O 1-(3-chlorophenyl)-2-(dimethylamino)ethan-1-ol